(S)-N-((R or S)-(3-chloro-2,4-difluorophenyl)(2-(trifluoromethyl)pyrimidin-5-yl)methyl)-2-oxoimidazolidine-4-carboxamide ClC=1C(=C(C=CC1F)[C@H](NC(=O)[C@H]1NC(NC1)=O)C=1C=NC(=NC1)C(F)(F)F)F |o1:8|